1-(2-bromo-6-methylpyridin-4-yl)-N-(cyclobutylmethyl)methanamine BrC1=NC(=CC(=C1)CNCC1CCC1)C